N1=CC=C(C=C1)C=1C(NC2=CC=CC=C2N1)=O 3-(pyridin-4-yl)quinoxalin-2(1H)-one